6-(4-fluorophenyl)-4-hydroxy-2-oxo-1-(2-oxoethyl)-1,2-dihydro-1,8-naphthyridine-3-carboxamide FC1=CC=C(C=C1)C=1C=C2C(=C(C(N(C2=NC1)CC=O)=O)C(=O)N)O